mercaptoimidazole sodium [Na].SC=1NC=CN1